C(C)(C)(C)OC(=O)NC1CN(CCC1O)C(=O)OCC1=CC=CC=C1 benzyl 3-((tert-butoxycarbonyl) amino)-4-hydroxypiperidine-1-carboxylate